ClC=1C=C(OC2CCC(CC2)NC(=O)C=2N=NC(=CC2)N2CC3N(C(C2)C3)CC=3C=C2C(N(C(C2=CC3)=O)C3C(NC(CC3)=O)=O)=O)C=CC1C#N N-((1r,4r)-4-(3-chloro-4-cyanophenoxy)cyclohexyl)-6-(6-((2-(2,6-dioxopiperidin-3-yl)-1,3-dioxoisoindolin-5-yl)methyl)-3,6-diazabicyclo[3.1.1]heptan-3-yl)pyridazine-3-carboxamide